ClC1=CC=C(C=C1)C1=CC=2C3=C(C=NC2C=C1)N(C(N3C=3C=C(C#N)C=CC3OCC)=N)C 3-(8-(4-Chlorophenyl)-2-imino-3-methyl-2,3-dihydro-1H-imidazo[4,5-c]quinolin-1-yl)-4-ethoxybenzonitrile